BrC1=NN(C=C1CC=1C=NN(C1)CC(F)(F)F)C 3-bromo-1-methyl-4-((1-(2,2,2-trifluoroethyl)-1H-pyrazol-4-yl)methyl)-1H-pyrazole